4-(prop-2-enyl)-2-[4-methoxy-3-(prop-2-enyl)phenyl]phenolate C(C=C)C1=CC(=C(C=C1)[O-])C1=CC(=C(C=C1)OC)CC=C